ClC=1C=CC=2N=CN=C(C2N1)NC1=CC(=C(C=C1)OC[C@@H]1COCC1)Cl (S)-6-Chloro-N-(3-chloro-4-((tetrahydrofuran-3-yl)methoxy)phenyl)pyrido[3,2-d]pyrimidin-4-amine